6-bromo-4-methyl-isochromane-4-carbonitrile BrC=1C=C2C(COCC2=CC1)(C#N)C